N-(3-iodo-1H-pyrazolo[4,3-C]pyridin-6-yl)acetamide IC1=NNC2=C1C=NC(=C2)NC(C)=O